N1=CC(=CC=C1)C1=NOC(=N1)C1=CC=C2NCC(NC2=C1)=O 7-[3-(pyridin-3-yl)-1,2,4-oxadiazol-5-yl]-1,2,3,4-tetrahydroquinoxalin-2-one